C(C)(C)(C)OOCCC (tert-butyl-peroxy)propane